CC1(N(CC1)C(=O)O[C@H]1C[C@H](CC1)C1=CC(=NN1)NC1=NC=C(N=C1)C(C)(C)O)C (1R,3S)-3-(3-((5-(2-hydroxypropan-2-yl)pyrazin-2-yl)amino)-1H-pyrazol-5-yl)cyclopentyl 2,2-dimethylazetidine-1-carboxylate